(6-ethoxyphenyl)iodonium potassium [K+].C(C)OC1=CC=CC=C1[IH+]